S1C=NC2=C1C=C(C=C2)\C=C\2/N=C(NC2=O)NCC2CCN(CC2)C (4Z)-4-(1,3-benzothiazol-6-ylmethylene)-2-[(1-methyl-4-piperidinyl)methylamino]-1H-imidazol-5-one